C(N)(=O)CC[C@@H]([C@@H](C)OCC1=CC=C(C=C1)CCCOCCCCCOCCCC1=CC2=C(N(C(N2C)=O)C2C(NC(CC2)=O)=O)C=C1)NC(OC(C)(C)C)=O tert-butyl N-[(3S,4R)-1-carbamoyl-4-[(4-[3-[(5-[3-[1-(2,6-dioxopiperidin-3-yl)-3-methyl-2-oxo-1,3-benzodiazol-5-yl]propoxy]pentyl) oxy]propyl]phenyl)meth-oxy]pentan-3-yl]carbamate